FC1=CC=CC(=C1C1=CN=CC(=N1)C(=O)NC1=C(C=CC(=C1)F)N1CCNCC1)OC 6-(6-fluoro-2-methoxyphenyl)-N-[5-fluoro-2-(piperazin-1-yl)phenyl]pyrazine-2-carboxamide